N4-acetyl-5'-O-(4,4-dimethoxytrityl)-2'-O-[(tert-butyl)dimethylsilyl]cytidine C(C)(=O)NC1=NC(N([C@H]2[C@H](O[Si](C)(C)C(C)(C)C)[C@H](O)[C@@H](COC(C3=CCC(C=C3)(OC)OC)(C3=CC=CC=C3)C3=CC=CC=C3)O2)C=C1)=O